N1C(CCC1)C1NCCC1 2,2'-bipyrrolidine